(S)-3-(4-(((R)-7-fluoro-4-(5-((3-methyloxetan-3-yl)methoxy)pyridin-2-yl)-2,3-dihydro-1H-inden-1-yl)oxy)phenyl)hex-4-ynoic acid FC=1C=CC(=C2CC[C@H](C12)OC1=CC=C(C=C1)[C@H](CC(=O)O)C#CC)C1=NC=C(C=C1)OCC1(COC1)C